7-(1H-Imidazol-4-yl)-3-isopropyl-2-(1-methyl-1H-indol-5-yl)imidazo[2,1-f][1,2,4]triazin-4(3H)-one N1C=NC(=C1)C1=CN=C2C(N(C(=NN21)C=2C=C1C=CN(C1=CC2)C)C(C)C)=O